(S)-tert-Butyl 4-(6-chloro-1-(2-isopropylphenyl)-2-oxo-7-(trimethylstannyl)-1,2-dihydropyrido[2,3-d]pyrimidin-4-yl)-3-methylpiperazine-1-carboxylate ClC1=CC2=C(N(C(N=C2N2[C@H](CN(CC2)C(=O)OC(C)(C)C)C)=O)C2=C(C=CC=C2)C(C)C)N=C1[Sn](C)(C)C